C(C)(C)NN1C(=CC=C1)C(=O)O 1-isopropylamino-1H-pyrrole-2-carboxylic acid